O=C1NC(CCC1N1C(C2=CC=C(C=C2C1)N1CC2(C1)CC1(CCN(CC1)C(=O)OC(C)(C)C)C2)=O)=O tert-butyl 2-[2-(2,6-dioxopiperidin-3-yl)-1-oxo-3H-isoindol-5-yl]-2,9-diazadispiro[3.1.5{6}.1{4}]dodecane-9-carboxylate